N(=[N+]=[N-])CC1=NC(=CC(=C1)C(=O)OC)Cl methyl 2-(azidomethyl)-6-chloropyridine-4-carboxylate